COC(=O)C1=CC(=CC=2C=C(OC21)CNC(=O)OC(C)(C)C)Br.NCC=2OC1=C(C2)C=CC=C1C(=O)OC Methyl 2-(aminomethyl)benzofuran-7-carboxylate Methyl-5-bromo-2-(((tert-butoxycarbonyl)amino)methyl)benzofuran-7-carboxylate